N-(5-(2,3-dimethyl-4-oxo-3,4-dihydroquinazolin-7-yl)thiazol-2-yl)-2,2,5,5-tetramethyltetrahydrofuran-3-carboxamide CC1=NC2=CC(=CC=C2C(N1C)=O)C1=CN=C(S1)NC(=O)C1C(OC(C1)(C)C)(C)C